FC(C=1C=C(NC(=O)OC(C)(C)C)C=CC1)(F)F 3-trifluoromethyl-N-Bocaniline